γ-glycidoxypropyl-diisopropyl-ethoxysilane C(C1CO1)OCCC[Si](OCC)(C(C)C)C(C)C